(S)-4-((1-(4-(1H-imidazol-1-yl)phenyl)pyrrolidin-3-yl)methoxy)-2-cyclopropylpyrimidine-5-carbonitrile N1(C=NC=C1)C1=CC=C(C=C1)N1C[C@H](CC1)COC1=NC(=NC=C1C#N)C1CC1